C(C)(C)(C)N(C(C)=O)C(C)(C)C N,N-di-tert-butylacetamide